1-[3-[2-(dimethylamino)-ethyl]indol-1-yl]propan-1-one CN(CCC1=CN(C2=CC=CC=C12)C(CC)=O)C